2-(3-(2-chloro-3-(9-(5-chloro-2-methoxybenzyl)-6-(1-methylcyclopropoxy)-9H-purin-8-yl)phenoxy)propoxy)acetic acid ClC1=C(OCCCOCC(=O)O)C=CC=C1C=1N(C2=NC=NC(=C2N1)OC1(CC1)C)CC1=C(C=CC(=C1)Cl)OC